R-1H-pyrazole N1N=CC=C1